FC(CN1[C@@H](C=2NC3=CC=CC=C3C2C[C@H]1C)C=1SC(=CC1)O[C@H]1CN(CC1)CCC)(C)C (1S,3R)-2-(2-fluoro-2-methyl-propyl)-3-methyl-1-[5-[(3R)-1-propylpyrrolidin-3-yl]oxy-2-thienyl]-1,3,4,9-tetrahydropyrido[3,4-b]indole